N-(1-(Isoquinolin-5-yl)cyclopropyl)-2-methyl-5-(2-(methylamino)ethoxy)benzamide C1=NC=CC2=C(C=CC=C12)C1(CC1)NC(C1=C(C=CC(=C1)OCCNC)C)=O